benzyl (6R)-6-(methoxymethyl)-6-methyl-1,4-oxazepan-4-carboxylate COC[C@]1(CN(CCOC1)C(=O)OCC1=CC=CC=C1)C